N,N-diallyl-N,N-dimethyl-ammonium chloride dimethylaminoethyl-methacrylate CN(C)CCOC(C(=C)C)=O.[Cl-].C(C=C)[N+](C)(C)CC=C